C(C)OCCNC1=CC=CC(=N1)S(=O)(=O)NC(=O)C=1C(=NC=CC1)N1C(CC(C1)C)(C)C N-[[6-(2-Ethoxyethylamino)-2-pyridyl]sulfonyl]-2-(2,2,4-trimethylpyrrolidin-1-yl)pyridin-3-carboxamid